1-(((2-((2-ethoxy-4-(4-methyl-4H-1,2,4-triazol-3-yl)phenyl)amino)-6-methylpyrido[3,4-d]pyrimidin-8-yl)amino)methyl)cyclopropanol C(C)OC1=C(C=CC(=C1)C1=NN=CN1C)NC=1N=CC2=C(N1)C(=NC(=C2)C)NCC2(CC2)O